2-(3'-(3-(8-oxa-2-azaspiro[4.5]dec-2-yl)propoxy)-2,2'-dimethyl-[1,1'-biphenyl]-3-yl)-6,7-dihydrothiazolo[5,4-c]pyridine-5(4H)-carboxylic acid tert-butyl ester C(C)(C)(C)OC(=O)N1CC2=C(CC1)N=C(S2)C=2C(=C(C=CC2)C2=C(C(=CC=C2)OCCCN2CC1(CC2)CCOCC1)C)C